1,1'-bis(diisopropylphosphanyl)ferrocene C(C)(C)P([C-]1C=CC=C1)C(C)C.[C-]1(C=CC=C1)P(C(C)C)C(C)C.[Fe+2]